1,6-dimethyl-3-prop-1-en-2-yl-thieno[3,2-c]pyrazole CN1N=C(C2=C1C(=CS2)C)C(=C)C